C(C1=CC=CC=C1)O[C@H]([C@H](C=C)C)CCO (3S,4S)-4-(Benzyl)oxy-6-hydroxy-3-methylhex-1-ene